8-phenylquinazolin-4-amine C1(=CC=CC=C1)C=1C=CC=C2C(=NC=NC12)N